FC1=NN(C=C1[N+](=O)[O-])C(CC)C1=NOC=C1CC(F)(F)F 3-[1-(3-fluoro-4-nitro-pyrazol-1-yl)propyl]-4-(2,2,2-trifluoroethyl)isoxazole